1,11-Diamino-3,6,9-trioxaundecan NCCOCCOCCOCCN